C[C@@H](CC)NC(O[C@H]1C[C@H](CC1)C1=CC(=NN1)NC(CC=1SC=C(N1)C)=O)=O (1R,3S)-3-(3-{[(4-methyl-1,3-thiazol-2-yl)acetyl]-amino}-1H-pyrazol-5-yl)-cyclopentyl (2S)-butan-2-ylcarbamate